N-(4-((2,2-dimethyl-2,3-dihydro-1H-inden-5-yl)amino)benzyl)-5-oxopyrrolidine-3-carboxamide CC1(CC2=CC=C(C=C2C1)NC1=CC=C(CNC(=O)C2CNC(C2)=O)C=C1)C